C(C1CN(CCC1=O)C(=O)OC(C)(C)C)([2H])([2H])[2H] tert-butyl 3-(methyl-d3)-4-oxopiperidin-1-carboxylate